N-(3-(6-(4-methoxyphenyl)-1H-benzo[d]imidazol-2-yl)-1H-pyrazol-4-yl)-7H-pyrrolo[2,3-d]pyrimidin-4-amine COC1=CC=C(C=C1)C=1C=CC2=C(NC(=N2)C2=NNC=C2NC=2C3=C(N=CN2)NC=C3)C1